S(=O)(O)[O-].[K+] Potassium Hydrogen Sulphite